undecylene glycol diacrylate C(C=C)(=O)OCCCCCCCCCCCOC(C=C)=O